NC=1C=2N(C(=C(N1)C1=CC(=CC=C1)C#N)C1=CC=NN1CC)N=C(C2)C(=O)NCC 4-amino-6-(3-cyanophenyl)-N-ethyl-7-(1-ethyl-1H-pyrazol-5-yl)pyrazolo[1,5-a]pyrazine-2-carboxamide